(4-(aminomethyl)tetrahydro-2H-pyran-4-yl)methanol ethyl-4-(methoxymethyl)-6-methyl-9H-pyrido[3,4-b]indole-3-carboxylate C(C)C1=NC(=C(C2=C1NC1=CC=C(C=C21)C)COC)C(=O)OCC2(CCOCC2)CN